1,4-bis{2-[4-(4-aminophenoxy)phenyl]hexafluoropropan-2-yl}benzene 5-methoxyquinoline-3-carboxylate COC1=C2C=C(C=NC2=CC=C1)C(=O)O.NC1=CC=C(OC2=CC=C(C=C2)C(C(F)(F)F)(C(F)(F)F)C2=CC=C(C=C2)C(C(F)(F)F)(C(F)(F)F)C2=CC=C(C=C2)OC2=CC=C(C=C2)N)C=C1